C(CCCCC)(=O)ONC(CCSSC1=NC=CC=C1)=O [3-(2-pyridyldithio) propionamido] hexanoate